O1C(=NC2=C1C=CC=C2)C=2C(=C(C#N)C(=C(C2N2C1=C(C3=CC=CC=C23)C=CN=C1)N1C2=C(C3=CC=CC=C13)C=CN=C2)N2C1=C(C3=CC=CC=C23)C=CN=C1)N1C2=C(C3=CC=CC=C13)C=CN=C2 3-(benzo[d]oxazol-2-yl)-2,4,5,6-tetrakis(9H-pyrido[3,4-b]indol-9-yl)benzonitrile